1-[[7-(2-methoxy-4,6-dimethyl-phenyl)-1,8-naphthyridin-2-yl]methyl]cyclopropanecarbonitrile COC1=C(C(=CC(=C1)C)C)C1=CC=C2C=CC(=NC2=N1)CC1(CC1)C#N